tert-butyl ((3-chloro-1H-pyrrolo[3,2-c]pyridine-2-yl)methyl)carbamate ClC1=C(NC2=C1C=NC=C2)CNC(OC(C)(C)C)=O